6,7-dimethyl-1-phenyl-3,4-dihydro-isoquinoline CC=1C=C2CCN=C(C2=CC1C)C1=CC=CC=C1